ClC1=C(C=CC=C1)C1(CCOCC1)O 4-(2-chlorophenyl)tetrahydro-2H-pyran-4-ol